2-methoxyacrylate COC(C(=O)[O-])=C